C(C)(C)(C)OC(NC12CC(C1)(C2)C2=CC(=NO2)C=2C=NC(=CC2)C(F)(F)F)=O (3-(3-(6-(trifluoromethyl)pyridin-3-yl)isoxazol-5-yl)bicyclo[1.1.1]pent-1-yl)carbamic acid tert-butyl ester